(S)-1-benzyl-5-oxopiperidine-2-carboxylic acid ethyl ester C(C)OC(=O)[C@H]1N(CC(CC1)=O)CC1=CC=CC=C1